N-methyl-7-(8-methylnaphthalen-1-yl)-2-(((S)-1-methylpyrrolidin-2-yl)methoxy)-N-(2-(((propylimino)methylene)amino)ethyl)-5,6,7,8-tetrahydropyrido[3,4-d]pyrimidin-4-amine CN(C=1C2=C(N=C(N1)OC[C@H]1N(CCC1)C)CN(CC2)C2=CC=CC1=CC=CC(=C21)C)CCN=C=NCCC